N-(ethylcarbamothioyl)-2-(4-(trifluoromethyl)pyridin-2-yl)acetamide C(C)NC(=S)NC(CC1=NC=CC(=C1)C(F)(F)F)=O